[(propargyloxy)carbonyl]-L-lysine C(C#C)OC(=O)N[C@@H](CCCCN)C(=O)O